C(N)(=N)C=1C=C(SC1)[C@@H](C)NC(=O)[C@H]1N([C@H]2C[C@]2(C1)COC)C(CNC(C1=CC=C(C=C1)OC1=CC=C(C=C1)F)=O)=O (1S,3S,5R)-N-((R)-1-(4-carbamimidoylthiophen-2-yl)ethyl)-2-((4-(4-fluorophenoxy)benzoyl)glycyl)-5-(methoxymethyl)-2-azabicyclo[3.1.0]hexane-3-carboxamide